((3-bromo-2,2-dimethyl-2H-chromen-7-yl)oxy)triisopropylsilaneCarbaldehyde BrC=1C(OC2=CC(=CC=C2C1)OC(=O)[Si](C(C)C)(C(C)C)C(C)C)(C)C